((1r,4r)-tert-butyl 4-(5-bromo-6-methoxy-2H-indazol-2-yl) cyclohexyl) carbamate C(N)(OC1(CCC(CC1)N1N=C2C=C(C(=CC2=C1)Br)OC)C(C)(C)C)=O